7a-(4-bromophenyl)-4b,5-dihydroxy-4-methoxy-N-((1-methyl-1H-pyrazol-5-yl)methyl)-7-phenyl-4b,6,7,7a-tetrahydro-5H-cyclopenta[4,5]furo[2,3-c]pyridine-6-carboxamide BrC1=CC=C(C=C1)C12C(C3=C(C=NC=C3OC)O1)(C(C(C2C2=CC=CC=C2)C(=O)NCC2=CC=NN2C)O)O